6-hydroxy-2,2-dimethylhexanoic acid OCCCCC(C(=O)O)(C)C